(5R,6S)-5-hydroxy-6-((S)-5H-imidazo[5,1-a]isoindol-5-yl)-2-azaspiro[3.3]heptan-2-carboxylate O[C@H]1C2(CN(C2)C(=O)[O-])C[C@H]1[C@@H]1N2C(C3=CC=CC=C13)=CN=C2